6-chloro-N-[5-(difluoromethoxy)-4,6-dimethoxy-pyrimidin-2-yl]-7-(2-methyltriazol-4-yl)-1H-indole-3-sulfonamide ClC1=CC=C2C(=CNC2=C1C1=NN(N=C1)C)S(=O)(=O)NC1=NC(=C(C(=N1)OC)OC(F)F)OC